NC1=NNC2=CC=C(C(=C12)C)C1=C(C=C(C=C1)S(=O)(=O)N[C@H]1[C@@H](CCCC1)O)C 4-(3-amino-4-methyl-1H-indazol-5-yl)-N-((1R,2R)-2-hydroxycyclohexyl)-3-methylbenzenesulfonamide